5-bromo-1,2-dimethyl-6-(trifluoromethyl)benzimidazol-4-amine BrC1=C(C2=C(N(C(=N2)C)C)C=C1C(F)(F)F)N